diethyl (1RS,3aSR,6aSR)-5-(3-chloro-4-fluorophenyl)-1-(4-fluorophenyl)-4,6-dioxo-1,3a,4,5,6,6a-hexahydropyrrolo[3,4-c]pyrrol-1-phosphonate ClC=1C=C(C=CC1F)N1C([C@@H]2[C@H](C1=O)C=N[C@]2(P(OCC)(=O)OCC)C2=CC=C(C=C2)F)=O |r|